(3e,7e)-4,8,12-trimethyltridec-3,7,11-trienoate C\C(=C/CC(=O)[O-])\CC\C=C(\CCC=C(C)C)/C